2-Chloro-4-(2-(4-fluoro-3-hydroxyphenyl)benzo[d]oxazol-6-yl)phenol ClC1=C(C=CC(=C1)C1=CC2=C(N=C(O2)C2=CC(=C(C=C2)F)O)C=C1)O